5a,7,8,8a-tetrahydro-6H-cyclopenta[4,5]furo[3,2-c]pyridine-3-carbonitrile C1=NC(=CC2=C1C1C(O2)CCC1)C#N